4-[3-(4-[3-Cyano-4-[(1R)-1-(pyridin-2-yl)ethoxy]pyrazolo[1,5-a]pyridin-6-yl]-5-methylpyrazol-1-yl)azetidin-1-yl]piperidine-1-carbonitrile C(#N)C=1C=NN2C1C(=CC(=C2)C=2C=NN(C2C)C2CN(C2)C2CCN(CC2)C#N)O[C@H](C)C2=NC=CC=C2